BrC(/C(=C(\C(F)F)/F)/F)(F)F Z-1-bromo-1,1,2,3,4,4-hexafluorobut-2-ene